4-ethynylpyrrolidin-2-one C(#C)C1CC(NC1)=O